3-Cyano-N-(1-(4,5-dimethyloxazol-2-yl)-1H-indazol-6-yl)-2-isopropylbenzamide C(#N)C=1C(=C(C(=O)NC2=CC=C3C=NN(C3=C2)C=2OC(=C(N2)C)C)C=CC1)C(C)C